5-(4-((3-ethyl-2,4-dioxo-1,2,3,4-tetrahydropyrido[2,3-d]pyrimidin-7-yl)methyl)piperazin-1-yl)-6-methyl-N-ethylpyridinecarboxamide C(C)N1C(NC2=C(C1=O)C=CC(=N2)CN2CCN(CC2)C=2C=CC(=NC2C)C(=O)NCC)=O